BrC1=CC=C(C=C1)NC(OC1=CC=CC=C1)=O phenyl (4-bromophenyl)carbamate